N-(2,2-dimethoxyethyl)-2,2,2-trifluoro-N-methylacetamide COC(CN(C(C(F)(F)F)=O)C)OC